Cl.NCC1=C(C=C(C=C1)C1=C2C(=NC=C1)N=C(N2)C2=C(N)C=CC=C2)F 2-(7-(4-(aminomethyl)-3-fluorophenyl)-1H-imidazo[4,5-b]pyridin-2-yl)aniline hydrochloride